CCCCCCCCCCCCCCCC/C=C\OC[C@H](COP(=O)(O)OC[C@@H](C(=O)O)N)OC(=O)CCCCCCC/C=C\CCCCCC 1-(1Z-octadecenyl)-2-(9Z-hexadecenoyl)-glycero-3-phosphoserine